CN1C=C2C=CC(=CC2=C1)NC1=NC=C2C(=N1)NNC2=O 6-((2-methyl-isoindol-5-yl)amino)1,2-dihydro-3H-pyrazolo[3,4-d]Pyrimidin-3-one